N-[(6-Amino-2-pyridyl)sulfonyl]-2-(8-azaspiro[3.4]octan-8-yl)-6-(3-fluoro-5-isobutoxyphenyl)pyridin-3-carboxamid NC1=CC=CC(=N1)S(=O)(=O)NC(=O)C=1C(=NC(=CC1)C1=CC(=CC(=C1)OCC(C)C)F)N1CCCC12CCC2